ClC=1C=C(C=C(C1)Cl)C1=CC(=CC(=N1)OC=1C=NC(=NC1)N1CCN2CCC1C2)CN2CCC(CC2)F 4-(5-((6-(3,5-dichlorophenyl)-4-((4-fluoropiperidin-1-yl)methyl)pyridin-2-yl)oxy)pyrimidin-2-yl)-1,4-diazabicyclo[3.2.1]octane